NC(C(=O)O)CC=1C(=NC(=NC1O)C)N 2-amino-3-(4-amino-6-hydroxy-2-methylpyrimidin-5-yl)propanoic acid